2-(2-methyl-1H-indol-3-yl)octanediamide CC=1NC2=CC=CC=C2C1C(C(=O)N)CCCCCC(=O)N